(S)-quinuclidin-3-yl (7-(3-(methylthio)phenyl)thiochroman-4-yl)carbamate CSC=1C=C(C=CC1)C1=CC=C2C(CCSC2=C1)NC(O[C@@H]1CN2CCC1CC2)=O